2-chloro-5-[(3R)-1-methylpyrrolidin-3-yl]oxy-pyrimidine ClC1=NC=C(C=N1)O[C@H]1CN(CC1)C